Z-tetradecenal C(\C=C/CCCCCCCCCCC)=O